(S)-(5-isopropyl-1-methyl-1H-pyrazol-3-yl)(3-((7-(5-methyl-1,2,4-oxadiazol-3-yl)isoquinolin-1-yl)amino)pyrrolidin-1-yl)methanone C(C)(C)C1=CC(=NN1C)C(=O)N1C[C@H](CC1)NC1=NC=CC2=CC=C(C=C12)C1=NOC(=N1)C